FC(CCC=1C(=NC=C(C1)N)N)F (3,3-difluoropropyl)pyridine-2,5-diamine